C1(CC1)OC=1C=C2C(=CC=NC2=CC1)CCNC(C)=O N-(2-(6-cyclopropyloxy-quinolin-4-yl)ethyl)acetamide